3-fluoro-4,4'-methylenedianiline FC=1C=C(N)C=CC1CC1=CC=C(N)C=C1